CN(C1CCN(CC1)C=1N(C(C(=C(N1)C1=CC(=C(C#N)C=C1)F)C=1C=NC(=CC1)OC)=O)C)C 4-[2-[4-(dimethylamino)piperidin-1-yl]-5-(6-methoxypyridin-3-yl)-1-methyl-6-oxopyrimidin-4-yl]-2-fluorobenzonitrile